ClC1=NC=2N(C(=C1)SC)N=C(C2C2=CC=C(C=C2)Cl)C2=CC=C(C#N)C=C2 4-[5-chloro-3-(4-chlorophenyl)-7-methylsulfanyl-pyrazolo[1,5-a]pyrimidin-2-yl]benzonitrile